diphenylmethyl α-allyloxymethylacrylate C(C=C)OCC(C(=O)OC(C1=CC=CC=C1)C1=CC=CC=C1)=C